CN(C=1C=CC(=C(C1)N1/C(/SCC1=O)=N/C(=O)NC1=C(C=C(C=C1)C1=NN(C=N1)C1=CC=C(C=C1)OC(F)(F)F)C(C)C)C(C)C)C (Z)-1-(3-(5-(dimethylamino)-2-isopropylphenyl)-4-oxothiazolidin-2-ylidene)-3-(2-isopropyl-4-(1-(4-(trifluoromethoxy)phenyl)-1H-1,2,4-triazol-3-yl)phenyl)urea